FC(C=1C(=C(C=CC1)[C@@H](C)NC1=CC(=NC2=CC(=C(C=C12)N1CCC(CC1)(O)C)OC)C)F)F (R)-1-(4-((1-(3-(difluoromethyl)-2-fluorophenyl)ethyl)amino)-7-methoxy-2-methylquinoline-6-yl)-4-methylpiperidin-4-ol